3,4-dimethyl-phenyl-magnesium bromide CC=1C=C(C=CC1C)[Mg]Br